3-cyclopropyl-5-[(2-fluoro-2-methyl-propyl)sulfamoyl]-6,7,8,9-tetrahydrobenzo[g]Isoquinoline-8-Formic acid C1(CC1)C=1N=CC2=CC3=C(C(=C2C1)S(NCC(C)(C)F)(=O)=O)CCC(C3)C(=O)O